5-(2,2,2-trifluoro-1-(4-oxo-4-(4-(5-(trifluoromethyl)pyrimidin-2-yl)piperazin-1-yl)butoxy)ethyl)phthalazin-1(2H)-one FC(C(OCCCC(N1CCN(CC1)C1=NC=C(C=N1)C(F)(F)F)=O)C1=C2C=NNC(C2=CC=C1)=O)(F)F